(rac-(5s,7s)-7-fluoro-5-phenyl-6,7-dihydro-5H-pyrrolo[1,2-b][1,2,4]triazol-2-yl)-[1-(trifluoromethyl)cyclopropyl]methanone F[C@H]1C[C@H](N2N=C(N=C21)C(=O)C2(CC2)C(F)(F)F)C2=CC=CC=C2 |r|